N-(6-amino-2,3-difluorophenyl)-2-((6-morpholino-3-(trifluoromethyl)imidazo[1,2-b]pyridazin-8-yl)amino)acetamide NC1=CC=C(C(=C1NC(CNC=1C=2N(N=C(C1)N1CCOCC1)C(=CN2)C(F)(F)F)=O)F)F